tert-butyl 2-[4-(trifluoromethoxy)phenyl]sulfonyl-2,6-diazaspiro[3.3]heptane-6-carboxylate FC(OC1=CC=C(C=C1)S(=O)(=O)N1CC2(C1)CN(C2)C(=O)OC(C)(C)C)(F)F